(6-(4-(2,6-diazaspiro[3.5]nonan-2-yl)phenyl)-4,7-dichloro-2H-indazol-2-yl)-2-((R)-6-fluoro-6,7-dihydro-5H-pyrrolo[1,2-c]imidazol-1-yl)-N-(thiazol-2-yl)acetamide C1N(CC12CNCCC2)C2=CC=C(C=C2)C=2C=C(C1=CN(N=C1C2Cl)C(C(=O)NC=2SC=CN2)C2=C1N(C=N2)C[C@@H](C1)F)Cl